6-methoxy-4-morpholinobenzene-1,3-diamine COC1=CC(=C(C=C1N)N)N1CCOCC1